5-[2-fluoro-6-hydroxy-4-(1-methyl-4-piperidyl)phenyl]-1,1-dioxo-1,2,5-thiadiazolidin-3-one FC1=C(C(=CC(=C1)C1CCN(CC1)C)O)N1CC(NS1(=O)=O)=O